(2R*,3S*)-3-(Toluene-4-sulfonyl)-tetrahydro-furan-2-carboxylic acid (4-chloro-benzyl)-(1,1-difluoro-spiro[2.5]oct-6-yl)-amide ClC1=CC=C(CN(C(=O)[C@H]2OCC[C@@H]2S(=O)(=O)C2=CC=C(C)C=C2)C2CCC3(CC3(F)F)CC2)C=C1 |o1:9,13|